C(CCCCCCCCCCCCCCCCCC=CC)(=O)O 19-Heneicosenoic acid